C(C)(C)(C)OC(=O)N1C[C@H](CCC1)COC(=O)Cl (3S)-3-[[(chlorocarbonyl)oxy]methyl]piperidine-1-carboxylic acid tert-butyl ester